N[C@H](CC(=O)OC(C)(C)C)C(=O)NCCC1=CC=C(C=C1)O tert-butyl (3R)-3-amino-4-[2-(4-hydroxyphenyl) ethylamino]-4-oxo-butanoate